(S)-(5-tertiary butyl-oxazolidoyl)ferrocene C(C)(C)(C)C1=C(N=[C-]O1)C(=O)[C-]1C=CC=C1.[CH-]1C=CC=C1.[Fe+2]